COC=1C=C(C=CC1)[C@@H](C)NC(C)=O N-[(1R)-1-(3-methoxyphenyl)ethyl]acetamide